C(C)(C)C=1N=CC(=NC1C)C(=O)N 5-isopropyl-6-methylpyrazine-2-carboxamide